chloro-6-(1-isopropyl-1H-pyrazol-3-yl)-2-(1-methyl-1H-imidazol-2-yl)-5-phenylpyrrolo[2,1-f][1,2,4]triazine ClC1=NC(=NN2C1=C(C(=C2)C2=NN(C=C2)C(C)C)C2=CC=CC=C2)C=2N(C=CN2)C